C(C)(C1=C(C(=CC(=C1)C(C)(C)C)C(C)(C)C)O)C1=C(C(=CC(=C1)C(C)(C)C)C(C)(C)C)O 2,2'-Ethylidenbis(4,6-di-tert-butylphenol)